BrC1=C(C(=NC(=C1)C)C)OCOC 4-bromo-3-(methoxymethyloxy)-2,6-dimethylpyridine